(1s,2r)-2-(3-(5-chloro-4-(5,5-dimethyl-5,6-dihydro-4H-pyrrolo[1,2-b]pyrazol-3-yl)pyridin-2-yl)ureido)-N-methylcyclohexane-1-carboxamide ClC=1C(=CC(=NC1)NC(N[C@H]1[C@H](CCCC1)C(=O)NC)=O)C1=C2N(N=C1)CC(C2)(C)C